Cl[Cu]=C1N(C=CN1C1=C(C=C(C=C1C)C)C)C1=C(C=C(C=C1C)C)C chloro[1,3-bis(2,4,6-trimethylphenyl)imidazol-2-ylidene]copper